2-Amino-4-(3-(3-(cyclopropyl(methyl)amino)azetidin-1-yl)-5-fluoro-7,9-dihydrofuro[3,4-f]quinazolin-6-yl)-7-fluorothieno[3,2-c]pyridine-3-carbonitrile NC1=C(C=2C(=NC=C(C2S1)F)C=1C2=C(C=3C=NC(=NC3C1F)N1CC(C1)N(C)C1CC1)COC2)C#N